ethyl 1-benzyl-4-(chloromethyl)piperidine-4-carboxylate C(C1=CC=CC=C1)N1CCC(CC1)(C(=O)OCC)CCl